tert-butyl 6-(4-bromo-1H-pyrazol-1-yl)-2-azaspiro[3.3]heptane-2-carboxylate BrC=1C=NN(C1)C1CC2(CN(C2)C(=O)OC(C)(C)C)C1